ethylhexylamino-N,N-diethylacetic acid amide C(C)C(C(=O)N(CC)CC)NCCCCCC